6-(6-(1-(difluoromethyl)-1H-pyrazol-4-yl)-7-methoxyimidazo[1,2-a]-pyridin-3-yl)-N-((3S,4S)-4-fluoropyrrolidin-3-yl)-pyridin-2-amine FC(N1N=CC(=C1)C=1C(=CC=2N(C1)C(=CN2)C2=CC=CC(=N2)N[C@H]2CNC[C@@H]2F)OC)F